3-amino-N-(3-(4-aminopiperidin-1-yl)pyridin-2-yl)-6-(6-(dimethylamino)-3-(trifluoromethyl)pyridin-2-yl)pyrazine-2-carboxamide NC=1C(=NC(=CN1)C1=NC(=CC=C1C(F)(F)F)N(C)C)C(=O)NC1=NC=CC=C1N1CCC(CC1)N